9-Chloro-7-(2,3-difluoro-phenyl)-5H-benzo[c]pyrimido[4,5-e]azepin ClC=1C=CC2=C(C(=NCC3=C2N=CN=C3)C3=C(C(=CC=C3)F)F)C1